C(C)OC(=O)C1C(CN(CC1)C(=O)OC(C)(C)C)=O 3-oxo-piperidine-1,4-dicarboxylic acid 1-tert-butyl 4-ethyl ester